N-(1''-(3-((piperidin-1-ylimino)methyl)benzoyl)dispiro[cyclopropane-1,1'-cyclohexane-4',3''-indolin]-5''-yl)methanesulfonamide N1(CCCCC1)N=CC=1C=C(C(=O)N2CC3(C4=CC(=CC=C24)NS(=O)(=O)C)CCC2(CC3)CC2)C=CC1